COC1=C(C=CC(=C1)C)C1=NN=C(C2=CC=C(C=C12)C)N[C@H]1CN(CCC1)C(=O)OC(C)(C)C tert-butyl (R)-3-((4-(2-methoxy-4-methylphenyl)-6-methylphthalazin-1-yl)amino)piperidine-1-carboxylate